COC(=O)C=1C=C(C=C(C1)C(=O)OC)C1=CC=C(C=C1)B1NC=2C3=C(N1)C=CC=C3C=CC2 4'-(1H-naphtho[1,8-de][1,3,2]diazaborine-2(3H)-yl)-[1,1'-biphenyl]-3,5-dicarboxylic acid dimethyl ester